O=C1NCC[C@]1(C=1OC(=NN1)C1=NC=CC=C1NC1=CC=C(C=C1)C(F)(F)F)CC#N (R)-2-(2-oxo-3-(5-(3-((4-(trifluoromethyl)phenyl)amino)pyridin-2-yl)-1,3,4-oxadiazol-2-yl)pyrrolidin-3-yl)acetonitrile